4-(6-(3-(2-(azepan-1-yl)ethyl)thioureido)quinolin-2-yl)piperazine-1-carboxylic acid tert-butyl ester C(C)(C)(C)OC(=O)N1CCN(CC1)C1=NC2=CC=C(C=C2C=C1)NC(=S)NCCN1CCCCCC1